10-pentadecen-3-one CCC(CCCCCCC=CCCCC)=O